N1N=CC(=C1)C=1C=C2C=C(N=CC2=CC1)NC(=O)C1CCN(CC1)C1CCN(CC1)C N-(6-(1H-pyrazol-4-yl)isoquinolin-3-yl)-1'-methyl-[1,4'-bipiperidine]-4-carboxamide